3-(1-(2-fluorobenzyl)-1H-1,2,4-triazol-3-yl)isoxazole methyl-4-bromo-1-(1-cyanocyclopropyl)pyrrole-2-carboxylate COC(=O)C=1N(C=C(C1)Br)C1(CC1)C#N.FC1=C(CN2N=C(N=C2)C2=NOC=C2)C=CC=C1